C1(CC1)N1N=CC(=C1)C(=O)N 1-cyclopropylpyrazole-4-carboxamide